N-(3-(3-methoxy-4-(1-((3R,4S)-4-methoxytetrahydrofuran-3-yl)-1H-pyrazol-4-yl)pyridin-2-yl)-1-methyl-1H-pyrazolo[3,4-c]pyridin-5-yl)cyclopropanecarboxamide COC=1C(=NC=CC1C=1C=NN(C1)[C@@H]1COC[C@H]1OC)C1=NN(C2=CN=C(C=C21)NC(=O)C2CC2)C